(R)-N-((S)-1-(6-(dimethylamino)pyridin-2-yl)-2-hydroxyethyl)-2-(1-oxo-6-(4,4,5,5-tetramethyl-1,3,2-dioxaborolan-2-yl)isoindolin-2-yl)propanamide CN(C1=CC=CC(=N1)[C@@H](CO)NC([C@@H](C)N1C(C2=CC(=CC=C2C1)B1OC(C(O1)(C)C)(C)C)=O)=O)C